(S)-5-((4-((2-hydroxy-1-phenylethyl)amino)-5-(3-(pyridin-4-yl)-1,2,4-oxadiazol-5-yl)pyrimidin-2-yl)amino)isoindolin-1-one OC[C@H](C1=CC=CC=C1)NC1=NC(=NC=C1C1=NC(=NO1)C1=CC=NC=C1)NC=1C=C2CNC(C2=CC1)=O